2-((4-fluorobenzyl)sulfonyl)-4H-imidazole FC1=CC=C(CS(=O)(=O)C=2N=CCN2)C=C1